ClC1=NC(=CC(=C1C(=O)O)Cl)Cl 2,4,6-trichloro-3-pyridinecarboxylic acid